C(C)(C)(C)OC(=O)NC(C(=O)[O-])CC1=CC(=CC(=C1)F)F 2-((tert-butoxycarbonyl)amino)-3-(3,5-difluorophenyl)propanoate